6-(4-trans-(3-(dimethylamino)-4-fluoropyrrolidin-1-yl)-6-fluoro-8-(methylamino)-9H-pyrido[2,3-b]indol-3-yl)-1-methyl-4-oxo-1,4-dihydro-1,8-naphthyridine-3-carboxylic acid CN(C1CN(CC1F)C=1C(=CC2=C(NC3=C(C=C(C=C23)F)NC)N1)C=1C=C2C(C(=CN(C2=NC1)C)C(=O)O)=O)C